1-(4-(2-(4-((2-hydroxyethyl)amino)phenyl)-6-phenylimidazo[1,2-a]pyridin-8-yl)phenyl)ethan-1-one OCCNC1=CC=C(C=C1)C=1N=C2N(C=C(C=C2C2=CC=C(C=C2)C(C)=O)C2=CC=CC=C2)C1